Br.BrCCN(CC)CC 2-Bromo-N,N-diethylethan-1-amine hydrobromide